CC1(CC(NC1)=O)CC(C)C 4-Methyl-4-isobutylpyrrolidin-2-one